C(CCCCCCCCCCCCCCCCC)(=O)OC[C@@H](OC(CCCCCCCCCCCCCCCCC)=O)COP(=O)(O)OCC[N+](C)(C)C 1,2-distearoyl-sn-glycero-3-phosphorylcholine